FC(C(=O)O)(C1=C(C(=CC=C1)OC)F)F 2,2-difluoro-2-(2-fluoro-3-methoxy-phenyl)acetic acid